methylsulphinylchloride CS(=O)Cl